3-((3-exo)-3-((4-((5-methyl-1H-pyrazol-3-yl)amino)pyrido[3,2-d]pyrimidin-2-yl)amino)-8-azabicyclo[3.2.1]octan-8-yl)propionitrile CC1=CC(=NN1)NC=1C2=C(N=C(N1)NC1CC3CCC(C1)N3CCC#N)C=CC=N2